BrC(C(=O)C1=C(C=C(C=C1)Cl)Cl)C(C)C 2-bromo-1-(2,4-dichlorophenyl)-3-methylbutan-1-one